C(CCC)OS(OCCCC)(OCCCC)[SiH3] tributyloxymercaptosilane